N1=CC=C(C=C1)C1=CC=C(C=C1)B(O)O (4-(pyridin-4-yl)phenyl)boronic acid